BrC1=CC=C(C(=N1)CC1(CC(N(CC1)C(C1=C(C(=CC=C1)Cl)F)=O)C)C(=O)OC)F methyl 4-((6-bromo-3-fluoropyridin-2-yl) methyl)-1-(3-chloro-2-fluorobenzoyl)-2-methylpiperidine-4-carboxylate